1-amino-3-(2,2-dimethylpropyl)-6-(ethylsulfanyl)-1,3,5-triazine-2,4(1H,3H)-dione NN1C(N(C(N=C1SCC)=O)CC(C)(C)C)=O